C(CCC)OCCO[SiH3] (butoxyethoxy)silane